5-(methylamino)-3-[4-(8-methyl-3,8-diazabicyclo[3.2.1]octan-3-yl)anilino]-6-(3-methylimidazo[4,5-c]pyridin-7-yl)pyrazine-2-carboxamide CNC=1N=C(C(=NC1C=1C2=C(C=NC1)N(C=N2)C)C(=O)N)NC2=CC=C(C=C2)N2CC1CCC(C2)N1C